C1(CC1)NC=1C2=C(N=C(N1)NC1=C(C=C(C=C1)S(=O)(=O)C)OC)NC=C2C#N 4-(cyclopropylamino)-2-((2-methoxy-4-(methylsulfonyl)phenyl)amino)-7H-pyrrolo[2,3-d]pyrimidine-5-carbonitrile